4-[5-({[4-(aminomethyl)phenyl]methyl}(methyl)amino)-4-methyl-1-(4-methylfuran-3-carbonyl)-1H-pyrazol-3-yl]-N,N-dimethyl-2-oxo-3-(trifluoromethyl)piperidine-1-carboxamide NCC1=CC=C(C=C1)CN(C1=C(C(=NN1C(=O)C1=COC=C1C)C1C(C(N(CC1)C(=O)N(C)C)=O)C(F)(F)F)C)C